FC1=C(C=CC(=C1)C)[C@H](C)NC(CN1N=CC2=C(C1=O)C(=NN2C)C(F)(F)F)=O (S)-N-(1-(2-fluoro-4-methylphenyl)ethyl)-2-(1-methyl-4-oxo-3-(trifluoromethyl)-1,4-dihydro-5H-pyrazolo[3,4-d]pyridazin-5-yl)acetamide